ClC1=C2C(=C(N=N1)OC[C@@H]1OCCC1)C=NC=C2 (R)-1-chloro-4-((tetrahydrofuran-2-yl)methoxy)pyrido[3,4-d]pyridazine